C(C)(C)(C)OC(=O)NCCOCCOCC(=O)O N-t-butoxycarbonyl-2-(2-(2-aminoethoxy)ethoxy)acetic acid